2-hydroxy-N-(4-(5-(6-methyl-2-(5-azaspiro[2.4]heptan-5-yl)pyrimidin-4-yl)-1,3,4-oxadiazol-2-yl)-3-(6-azaspiro[2.5]octan-6-yl)phenyl)ethane-1-sulfonamide OCCS(=O)(=O)NC1=CC(=C(C=C1)C=1OC(=NN1)C1=NC(=NC(=C1)C)N1CC2(CC2)CC1)N1CCC2(CC2)CC1